O1CCN(CC1)CCC1=CC=C(COCC#CCO)C=C1 4-((4-(2-Morpholinoethyl)benzyl)oxy)but-2-yn-1-ol